3-chloro-N-(methyl(oxo)((7-(5-(trifluoromethyl)-1,2,4-oxadiazol-3-yl)imidazo[1,2-a]pyridin-2-yl)methyl)-λ6-sulfaneylidene)benzamide ClC=1C=C(C(=O)N=S(CC=2N=C3N(C=CC(=C3)C3=NOC(=N3)C(F)(F)F)C2)(=O)C)C=CC1